(E)-2-(5-bromo-1-(4-(4-fluorophenoxy)benzylidene)-2-methyl-1H-inden-3-yl)acetic acid BrC=1C=C2C(=C(\C(\C2=CC1)=C/C1=CC=C(C=C1)OC1=CC=C(C=C1)F)C)CC(=O)O